C12(CC3CC(CC(C1)C3)C2)CNC(=O)C2=NN(C(=C2C)C2=CC=C(C=C2)Cl)C2=C(C=C(C=C2)Cl)Cl N-(((3r,5r,7r)-adamantan-1-yl)methyl)-5-(4-chlorophenyl)-1-(2,4-dichlorophenyl)-4-methyl-1H-pyrazole-3-carboxamide